C(C)(C)(C)OC(=O)N(CC1CCC1)CC1=CC2=C(N1C(=O)OC(C)(C)C)C=C(S2)C=O tert-butyl 5-(((tert-butyloxycarbonyl)(cyclobutylmethyl)amino)methyl)-2-formyl-4H-thieno[3,2-b]pyrrole-4-carboxylate